acrylamido-2-methylpropan-sulfonat C(C=C)(=O)NC(C(C)C)S(=O)(=O)[O-]